2-amino-1-(1,4-dimethyl-1H-pyrazol-5-yl)ethan-1-one hydrogen chloride Cl.NCC(=O)C1=C(C=NN1C)C